ethyl 1,5-dimethyl-4-vinyl-1H-pyrazole-3-carboxylate CN1N=C(C(=C1C)C=C)C(=O)OCC